2-(2-fluoro-5-((R and S)-1-(((R)-phenyl((R)-1,2,3,4-tetrahydropyrido[2,3-b]pyrazin-3-yl)methyl)amino)propan-2-yl)phenyl)-2-methylpropanoic acid FC1=C(C=C(C=C1)[C@H](CN[C@@H]([C@H]1CNC2=C(N1)N=CC=C2)C2=CC=CC=C2)C)C(C(=O)O)(C)C |&1:7|